Gamma-acryloxypropyl-methyldiethoxysilane C(C=C)(=O)OCCC[Si](OCC)(OCC)C